(R)-N-(1H-benzo[d][1,2,3]triazol-6-yl)-N-((5-cyclohexylpyrazin-2-yl)methyl)-1-((perfluorophenyl)sulfonyl)azetidine-2-carboxamide N1N=NC2=C1C=C(C=C2)N(C(=O)[C@@H]2N(CC2)S(=O)(=O)C2=C(C(=C(C(=C2F)F)F)F)F)CC2=NC=C(N=C2)C2CCCCC2